N1N=CN=C1C1=CC=C(N)C=C1 4-(1H-1,2,4-triazol-5-yl)aniline